bis(1,2,2,6,6-pentamethyl-4-piperidyl)[[3,5-bis(1,1-dimethylethyl)-4-hydroxyphenyl]methyl] Butyl malonate C(CC(=O)OCCCC)(=O)OC(C1=CC(=C(C(=C1)C(C)(C)C)O)C(C)(C)C)(C1CC(N(C(C1)(C)C)C)(C)C)C1CC(N(C(C1)(C)C)C)(C)C